4-(6-amino-2-chloro-9H-purin-9-yl)-N-(6-fluoro-1,3-benzothiazol-2-yl)cyclohexanecarboxamide NC1=C2N=CN(C2=NC(=N1)Cl)C1CCC(CC1)C(=O)NC=1SC2=C(N1)C=CC(=C2)F